CC(CCC(C)=O)=O Hexane-2,5-dione